7-(7-fluoroimidazo[1,2-a]pyridin-3-yl)isoquinoline-1-amine FC1=CC=2N(C=C1)C(=CN2)C2=CC=C1C=CN=C(C1=C2)N